N-(6-Amino-5-ethyl-3-pyridyl)-2-oxo-2-[(2R,5S)-5-methyl-2-[3-(1-methyl-4-piperidyl)phenyl]-1-piperidyl]acetamide NC1=C(C=C(C=N1)NC(C(N1[C@H](CC[C@@H](C1)C)C1=CC(=CC=C1)C1CCN(CC1)C)=O)=O)CC